(1S,3S,5R)-N-(3-(5-fluoropyrimidin-2-yl)-4-(trifluoromethyl)phenyl)-3-methyl-1-(5-methyl-1,3,4-oxadiazol-2-yl)-6-azabicyclo[3.1.1]heptane-6-carboxamide FC=1C=NC(=NC1)C=1C=C(C=CC1C(F)(F)F)NC(=O)N1[C@@H]2C[C@@H](C[C@]1(C2)C=2OC(=NN2)C)C